Methyl 2-[[4-[3-chloro-6-[(4-cyano-2-fluoro-phenyl)methoxy]-2-pyridyl]-2-fluoro-phenyl]methyl]-3-(2-methoxyethyl)benzimidazole-5-carboxylate ClC=1C(=NC(=CC1)OCC1=C(C=C(C=C1)C#N)F)C1=CC(=C(C=C1)CC=1N(C2=C(N1)C=CC(=C2)C(=O)OC)CCOC)F